[Br-].C(=[NH2+])N.[Pb] lead formamidinium bromide